5-fluoro-3-[(4-methoxyphenyl)methyl]pyrimidine-2,4-dione FC=1C(N(C(NC1)=O)CC1=CC=C(C=C1)OC)=O